COC(=O)C=1C=C(C=2N(C1)C=CN2)C=2C=NN(C2OCCC[C@H](CNC2=C(C=CC(=C2)Br)N)C)C (R)-8-(5-((5-((2-amino-5-bromophenyl)amino)-4-methylpentyl)oxy)-1-methyl-1H-pyrazol-4-yl)imidazo[1,2-a]Pyridine-6-carboxylic acid methyl ester